BrC1=C(C2=C(N=C(S2)CC(=O)N(C)C)C=C1)Cl 2-(6-bromo-7-chlorobenzo[d]thiazol-2-yl)-N,N-dimethylacetamide